3-((4-chloro-6-(3-methylisoxazol-4-yl)-1-oxoisoquinolin-2(1H)-yl)methyl)-5-fluoro-N-methylbenzamide ClC1=CN(C(C2=CC=C(C=C12)C=1C(=NOC1)C)=O)CC=1C=C(C(=O)NC)C=C(C1)F